N-(1-(5-(3-cyano-6-(2-hydroxy-2-methylpropoxy)pyrazolo[1,5-a]pyridin-4-yl)pyridin-2-yl)-4-methylpiperidin-4-yl)-3-fluoropicolinamide C(#N)C=1C=NN2C1C(=CC(=C2)OCC(C)(C)O)C=2C=CC(=NC2)N2CCC(CC2)(C)NC(C2=NC=CC=C2F)=O